5-(5-((4-methylpiperazin-1-yl)methyl)-1H-pyrrolo[2,3-b]pyridin-3-yl)-N-(pyridin-3-yl)pyrazolo[1,5-a]pyridine-3-carboxamide CN1CCN(CC1)CC=1C=C2C(=NC1)NC=C2C2=CC=1N(C=C2)N=CC1C(=O)NC=1C=NC=CC1